FC1=C(C(=CC(=C1)OC)F)C=1C(=NN(C1NC1=C(C=C(C=C1[N+](=O)[O-])F)F)C)C 4-(2,6-difluoro-4-methoxyphenyl)-N-(2,4-difluoro-6-nitrophenyl)-1,3-dimethyl-1H-pyrazol-5-amine